1H-benzo[d]Imidazole-2-carboxylic acid methyl ester COC(=O)C1=NC2=C(N1)C=CC=C2